2-[(oxan-4-yl)methyl]-8-(trifluoromethyl)-4,5-dihydro-2H-furo[2,3-g]indazole-7-carboxylic acid O1CCC(CC1)CN1N=C2C3=C(CCC2=C1)OC(=C3C(F)(F)F)C(=O)O